2-[[4-chloro-3-(1-tetrahydropyran-2-ylpyrazol-4-yl)pyrrolo[2,3-b]pyridin-1-yl]methoxy]ethyl-trimethyl-silane ClC1=C2C(=NC=C1)N(C=C2C=2C=NN(C2)C2OCCCC2)COCC[Si](C)(C)C